C1(CC1)OC=1C=C(C2=C(N=C(N=C2)NC2=CC=C(C=C2)N2CCN(CC2)C)N1)C#C 7-cyclopropoxy-5-ethynyl-N-[4-(4-methylpiperazin-1-yl)phenyl]pyrido[2,3-d]pyrimidin-2-amine